5-amino-2-[[(3R)-4-benzylmorpholin-3-yl]methyl]-8-(2,6-dimethyl-4-pyridinyl)-7-phenyl-[1,2,4]triazolo[4,3-c]pyrimidin-3-one NC1=NC(=C(C=2N1C(N(N2)C[C@H]2N(CCOC2)CC2=CC=CC=C2)=O)C2=CC(=NC(=C2)C)C)C2=CC=CC=C2